[Yb+3].C[Si]([N-][Si](C)(C)C)(C)C.C[Si]([N-][Si](C)(C)C)(C)C.C[Si]([N-][Si](C)(C)C)(C)C tri[N,N-bis(trimethylsilyl)amide] ytterbium (III)